(1R,3S,5R)-2-azabicyclo[3.1.0]hexane-3-carboxamide hydrochloride Cl.[C@@H]12N[C@@H](C[C@H]2C1)C(=O)N